BrC1=CC=C2CN(C(C2=C1)=O)[C@@H](C(=O)O)C1=C(C=CC(=C1)F)OC |r| (2RS)-2-(6-bromo-1-oxo-isoindolin-2-yl)-2-(5-fluoro-2-methoxy-phenyl)acetic acid